CN(C)CC1=CC=C(O1)CSCCNC(=S)NC [2-[[[5-(dimethylamino)methyl-2-furanyl]methyl]thio]-ethyl]-N'-methylthiourea